2-[(cyclohexylmethyl)({4-[4-(4-methylpiperazin-1-yl)phenyl]phenyl}methyl)amino]pyrimidine-4-carbonitrile C1(CCCCC1)CN(C1=NC=CC(=N1)C#N)CC1=CC=C(C=C1)C1=CC=C(C=C1)N1CCN(CC1)C